(6-((2,5-dichloropyrimidin-4-yl)amino)quinoxalin-5-yl)dimethylphosphine ClC1=NC=C(C(=N1)NC=1C(=C2N=CC=NC2=CC1)P(C)C)Cl